NC=1C=2N(C=CN1)N=C(C2C2=CC=C(C=C2)OC2=NC=CC(=N2)C)C2=CC=C(C=C2)NC(C(=C)C)=O N-(4-(4-amino-3-(4-((4-methylpyrimidin-2-yl)oxy)phenyl)pyrazolo[1,5-a]pyrazin-2-yl)phenyl)methacrylamide